C1C2[C@@H](C1C1=CC[C@H]3[C@@H]4CC[C@H]([C@@H](CCCC(C)C)C)[C@]4(CC[C@@H]3[C@]1(C2)C)C)O 2,4-Methylenecholesterol